4-((2-chloro-5-cyanopyrimidin-4-yl)amino)benzoyl chloride ClC1=NC=C(C(=N1)NC1=CC=C(C(=O)Cl)C=C1)C#N